(Z)-1-octen-3-ol C=CC(CCCCC)O